O(P([O-])(=O)OP(=O)([O-])OP(=O)([O-])[O-])C[C@H]1O[C@H]([C@@H]([C@@H]1O)F)N1C2=NC=NC(=C2N=C1)NC ((2R,3R,4R,5R)-4-fluoro-3-hydroxy-5-(6-(methylamino)-9H-purin-9-yl)tetrahydrofuran-2-yl)methyl triphosphate